4-(4-methylpiperazino)benzaldehyde CN1CCN(CC1)C1=CC=C(C=O)C=C1